FC1=C(C=CC(=C1)OC(F)(F)F)O 2-fluoro-4-trifluoromethoxyphenol